3-(4-methoxyphenyl)imidazo[1,2-a]pyridine-7-carboxylic acid COC1=CC=C(C=C1)C1=CN=C2N1C=CC(=C2)C(=O)O